FC(OC=1C=C(C=CC1F)C1=CN=C(C(=N1)CN)C)F (6-(3-(Difluoromethoxy)-4-fluorophenyl)-3-methylpyrazin-2-yl)methanamine